(R)-tert-butyl-4-(4-(1-(3-(difluoromethyl)-2-fluorophenyl)ethylamino)cinnolin-6-yl)piperazine C(C)(C)(C)N1CCN(CC1)C=1C=C2C(=CN=NC2=CC1)N[C@H](C)C1=C(C(=CC=C1)C(F)F)F